3-bromo-2,4-diisopropylbenzonitrile BrC=1C(=C(C#N)C=CC1C(C)C)C(C)C